COC=1C=C(C=C(C1)N1N=CC=C1)NC1=CC=NC2=C(C=CC=C12)C(F)(F)F N-(3-Methoxy-5-(1H-pyrazol-1-yl)phenyl)-8-(trifluoromethyl)quinolin-4-amine